5-(2,4-difluorobenzyl)-N-(2-(dimethylamino)ethyl)-1-isobutyl-2H-indazole-6-carboxamide FC1=C(CC=2C=C3CNN(C3=CC2C(=O)NCCN(C)C)CC(C)C)C=CC(=C1)F